ClC1=C(C=CC(=C1)S(=O)(=O)C)C1=CC=C(C=C1)C1CN(C1)C(=O)OC(C)(C)C tert-Butyl 3-[4-(2-chloro-4-methylsulfonyl-phenyl)phenyl]azetidine-1-carboxylate